NC1=CC=CC(=N1)S(=O)(=O)NC=1SC(=C(N1)C1=C(C=CC=C1C)C)C1=CC(=CC(=C1)F)OCCC(C)(C)C 6-Amino-N-(5-(3-(3,3-dimethylbutoxy)-5-fluorophenyl)-4-(2,6-dimethylphenyl)thiazol-2-yl)pyridine-2-sulfonamide